2,4,6-trimethoxyphenyl-phosphonium COC1=C(C(=CC(=C1)OC)OC)[PH3+]